6-bromo-2-(methylthio)pyrido[2,3-d]pyrimidin-7-ol BrC1=CC2=C(N=C(N=C2)SC)N=C1O